CC(C)N1CCN(CC1)C1=CC=C(C=C1)C=1C=C2C=C(C(NC2=CC1)=O)C1=CC(=CC=C1)C(F)(F)F 6-{4-[4-(propan-2-yl)piperazin-1-yl]phenyl}-3-[3-(trifluoromethyl)phenyl]-1,2-dihydroquinolin-2-one